2-{[(3S,4R)-3-hydroxyoxan-4-yl]amino}-N,N-dimethylpyrrolo[2,1-f][1,2,4]triazine-6-carboxamide O[C@@H]1COCC[C@H]1NC1=NN2C(C=N1)=CC(=C2)C(=O)N(C)C